(1S,2R,3S,4R)-4-[7-[[(1R,2S)-2-(3,4-Difluorophenyl)cyclopropyl]amino]-5-(propylthio)-3H-1,2,3-triazolo[4,5-d]pyrimidin-3-yl]-1,2,3-cyclopentanetriol FC=1C=C(C=CC1F)[C@H]1[C@@H](C1)NC=1C2=C(N=C(N1)SCCC)N(N=N2)[C@H]2[C@@H]([C@@H]([C@H](C2)O)O)O